ClC1=C(C=CC=C1NC(=O)C1=NN2C([C@@H](CCC2)N2CCCC2)=C1)C1=C(C(=CC=C1)NC(C1=NC=C(C=C1)CNCCO)=O)Cl (R)-1-((R)-2-((2,2'-dichloro-3'-(5-(((2-hydroxyethyl)amino)methyl)picolinamido)-[1,1'-biphenyl]-3-yl)carbamoyl)-4,5,6,7-tetrahydropyrazolo[1,5-a]pyridin-4-yl)pyrrolidine